(S)-N-((1R,2R)-1-(6-cyclopropoxypyridin-3-yl)-1-hydroxy-3-(pyrrolidin-1-yl)propan-2-yl)-1-(4-fluorophenyl)pyrrolidine-3-carboxamide C1(CC1)OC1=CC=C(C=N1)[C@H]([C@@H](CN1CCCC1)NC(=O)[C@@H]1CN(CC1)C1=CC=C(C=C1)F)O